N1(C=NC=C1)CCCCCNC(OC(C)(C)C)=O tert-butyl N-[5-(imidazol-1-yl)pentyl]carbamate